OC[C@H]1O[C@H]([C@@]2(CCO2)[C@@H]1O)N1C=C(C2=C1N=CN=C2C)C2=CC=NN2C (4R,5R,7R,8R)-7-(hydroxymethyl)-5-(4-methyl-5-(1-methyl-1H-pyrazol-5-yl)-7H-pyrrolo[2,3-d]pyrimidin-7-yl)-1,6-dioxaspiro[3.4]octan-8-ol